O=C1NC(CCC1C1=NN(C2=CC(=CC=C12)N1CCN(CC1)CC1CCC(CC1)NC(OC(C)(C)C)=O)C)=O tert-Butyl ((1R,4R)-4-((4-(3-(2,6-dioxopiperidin-3-yl)-1-methyl-1H-indazol-6-yl)piperazin-1-yl)methyl)cyclohexyl)carbamate